[Br-].ClC[N+]1=CC(=CC=C1)C(=O)O N-Chloromethyl-3-carboxypyridinium bromide